Dotricontyl heptafluorobutyrate FC(C(C(C(=O)OCCCCCCCCCCCCCCCCCCCCCCCCCCCCCCCC)(F)F)(F)F)(F)F